C(C)(C)(C)C1=CC(=NC=C1)C(CC[C@@H]1CNC(C1)(C)C)NC1=CC=CC(=N1)S(=O)(=O)NC(=O)C=1C(=NC2=C(C=CC=C2C1)C)Cl N-[[6-[[1-(4-tert-butyl-2-pyridyl)-3-[(3S)-5,5-dimethylpyrrolidin-3-yl]propyl]amino]-2-pyridyl]sulfonyl]-2-chloro-8-methyl-quinoline-3-carboxamide